CC1N(C(NC2=CC=CC=C12)=O)CC(=O)OC(C)(C)C tert-Butyl 2-(4-methyl-2-oxo-1,4-dihydroquinazolin-3-yl)acetate